S(=O)(=O)([O-])[O-].[Cu+2].[Pb+2].S(=O)(=O)([O-])[O-] lead copper sulfate